(S) or (R)-N-(amino(4-(2-hydroxypropan-2-yl)thiazol-2-yl)(oxo)-λ6-sulfaneylidene)-2-(3-cyano-2,6-diisopropylphenyl)acetamide N[S@@](=NC(CC1=C(C(=CC=C1C(C)C)C#N)C(C)C)=O)(=O)C=1SC=C(N1)C(C)(C)O |o1:1|